(7-(2-amino-6-fluorophenyl)-3-cyano-6-fluoro-1-(2-isopropyl-4-methylpyridin-3-yl)-2-oxo-1,2-dihydro-1,8-naphthyridin-4-yl)piperazine-1-carboxylic acid tert-butyl ester C(C)(C)(C)OC(=O)N1C(CNCC1)C1=C(C(N(C2=NC(=C(C=C12)F)C1=C(C=CC=C1F)N)C=1C(=NC=CC1C)C(C)C)=O)C#N